NC1=CC(=C(C=C1)C1CCN(CC1)C1C(CN(CC1)C(=O)OC(C)(C)C)(F)F)F tert-butyl 4-(4-amino-2-fluorophenyl)-3',3'-difluoro-[1,4'-bipiperidine]-1'-carboxylate